NC=1N=C(C2=C(C=NN(C2=O)CC2=CC=C(C=C2)CN2CCCC2)N1)NCCOC 2-amino-4-((2-methoxyethyl)amino)-6-(4-(pyrrolidin-1-ylmethyl)benzyl)pyrimido[4,5-d]pyridazin-5(6H)-one